tetrazine fluoride [F-].N1=NN=NC=C1